C(CC)C(C(=O)[O-])CCCC.[Sn+4].C(CC)C(C(=O)[O-])CCCC.C(CC)C(C(=O)[O-])CCCC.C(CC)C(C(=O)[O-])CCCC tin 2-propylhexanoate